C(CCCCCCC\C=C/CCCCCC)(=O)[O-] palmitoleic acid anion